(R)-N-{1-[3-amino-5-(trifluoromethyl)phenyl]ethyl}-2-methyl-6-(2-morpholinylethyl)-7,8-dihydro-6H-pyrrolo[2,3-g]quinazolin-4-amine NC=1C=C(C=C(C1)C(F)(F)F)[C@@H](C)NC1=NC(=NC2=CC3=C(C=C12)N(CC3)CCN3CCOCC3)C